S(=O)(C1=CC=C(C=C1)N)(=O)N SULFANILAMIDE